FC1(C2=CC(=CC=C2C=2C=CC(=CC12)C1=NN(N=C1)COCC[Si](C)(C)C)B1OC(C(O1)(C)C)(C)C)F 4-(9,9-difluoro-7-(4,4,5,5-tetramethyl-1,3,2-dioxaborolan-2-yl)-9H-fluoren-2-yl)-2-((2-(trimethylsilyl)ethoxy)methyl)-2H-1,2,3-triazole